tert-Butyl (2-bromo-6-methoxy-5-(2-methoxyethoxy)pyridin-3-yl)carbamate BrC1=NC(=C(C=C1NC(OC(C)(C)C)=O)OCCOC)OC